Cl.C1(=CC=C(C=C1)CS(=O)(=O)NC1=C(C(=C(C=C1F)C1=NC=2C=NC(=NC2N(C1=O)C(C)C)N[C@@H]1CNC[C@H](C1)F)F)F)C 1-p-Tolyl-N-(2,3,6-trifluoro-4-(2-(((3S,5S)-5-fluoropiperidin-3-yl)amino)-8-isopropyl-7-oxo-7,8-dihydropteridin-6-yl)phenyl)methanesulfonamide hydrochloride